(1R,4R,7R)-2-{2-[1-(cyclopropylmethyl)-6-(4-fluoro-3-methoxyphenyl)-1H-indol-2-yl]-7-methoxy-1-methyl-1H-1,3-benzodiazole-5-carbonyl}-2-azabicyclo[2.2.1]heptan-7-amine C1(CC1)CN1C(=CC2=CC=C(C=C12)C1=CC(=C(C=C1)F)OC)C1=NC2=C(N1C)C(=CC(=C2)C(=O)N2[C@@H]1CC[C@H](C2)[C@H]1N)OC